4-(6-bromo-7-chloro-3-(2-(dimethylamino)ethoxy)-2-oxoquinoxalin-1(2H)-yl)piperidine-1-carboxylic acid tert-butyl ester C(C)(C)(C)OC(=O)N1CCC(CC1)N1C(C(=NC2=CC(=C(C=C12)Cl)Br)OCCN(C)C)=O